CC1OC(CN(C1)CC1=CC=C(O1)C(C(=C)OCC)=O)C 1-(5-((2,6-Dimethylmorpholino)methyl)furan-2-yl)-2-ethoxyprop-2-en-1-one